CNC(C1=NC=CC(=C1)NCC1=C(C=CC(=C1)NC(C1=C(C(=CC=C1)CN1CCN(CC1)C)C(F)(F)F)=O)C)=O N-methyl-4-((2-methyl-5-(3-((4-methylpiperazin-1-yl)methyl)(trifluoromethyl)benzamido)benzyl)amino)picolinamide